FC=1C=C(C2=C(CCO2)C1)C(C)(O)C=1N=CN(C1)C(C1=CC=CC=C1)(C1=CC=CC=C1)C1=CC=CC=C1 1-(5-Fluoro-2,3-dihydro-1-benzofuran-7-yl)-1-[1-(triphenylmethyl)imidazol-4-yl]ethanol